(R)-1-(4-(2-(6-((3R,5R)-3-amino-5-fluoropiperidine-1-carbonyl)-3-methylpyrazolo[1,5-a]pyridin-2-yl)-1-(cyclopropylmethyl)-1H-indol-7-yl)piperidin-1-yl)-2-hydroxy-propan-1-one N[C@H]1CN(C[C@@H](C1)F)C(=O)C=1C=CC=2N(C1)N=C(C2C)C=2N(C1=C(C=CC=C1C2)C2CCN(CC2)C([C@@H](C)O)=O)CC2CC2